tert-Butyl 3-(7-fluoro-2-(2-methoxypyridin-4-yl)imidazo[1,2-b]pyridazin-8-yl)-3,8-diazabicyclo[3.2.1]octane-8-carboxylate FC1=C(C=2N(N=C1)C=C(N2)C2=CC(=NC=C2)OC)N2CC1CCC(C2)N1C(=O)OC(C)(C)C